C(C1=CC=CC=C1)OC(=O)N1C[C@H](CC1)C(=O)N([C@@H](C(C)C)C(=O)O)C N-((S)-1-((benzyloxy)carbonyl)pyrrolidine-3-carbonyl)-N-methyl-L-valine